2-ethyl-9,10-bis(n-decyloxycarbonyloxy)anthracene C(C)C1=CC2=C(C3=CC=CC=C3C(=C2C=C1)OC(=O)OCCCCCCCCCC)OC(=O)OCCCCCCCCCC